C(C)(C)(C)C=1C=C([O-])C=CC1.[Li+] lithium 3-tert-butylphenoxide